FC1=CC=C(C=C1)NC(=O)C1(COC1)C1=CC=C(C=C1)C=1C=NC(=CC1[C@@H](C)O)C(F)(F)F |o1:26| (R or S)-N-(4-fluorophenyl)-3-(4-(4-(1-hydroxyethyl)-6-(trifluoromethyl)pyridin-3-yl)phenyl)oxetan-3-carboxamide